C(#N)C=1C(=NC2=CC=CC(=C2C1)C=1N=C(N2C1CN(CC2)C(=O)NC)C2CC2)C=2C=NN(C2)C 1-(3-cyano-2-(1-methyl-1H-pyrazol-4-yl)quinolin-5-yl)-3-cyclopropyl-N-methyl-5,6-dihydroimidazo[1,5-a]pyrazine-7(8H)-carboxamide